2-(4-chloro-3-fluoro-2-methoxyphenyl)-4,4,5,5-tetramethyl-1,3,2-dioxaborolane ClC1=C(C(=C(C=C1)B1OC(C(O1)(C)C)(C)C)OC)F